t-Butyl (R)-3-(1-hydroxyethyl)pyrrolidine-1-carboxylate OC(C)[C@H]1CN(CC1)C(=O)OC(C)(C)C